(5S)-2-[(3,5-Difluoropyridin-2-yl)methyl]-5-[(3,3-difluoropyrrolidin-1-yl)carbonyl]-5,6,7,8-tetrahydro[1,2,4]triazolo[4,3-a]pyridin-3(2H)-on FC=1C(=NC=C(C1)F)CN1N=C2N([C@@H](CCC2)C(=O)N2CC(CC2)(F)F)C1=O